3-(sec-butyl)-4-((4-fluorophenyl)sulfonyl)-1,3,4,5-tetrahydro-2H-benzo[1,4]diazepin-2-one C(C)(CC)C1C(NC2=C(CN1S(=O)(=O)C1=CC=C(C=C1)F)C=CC=C2)=O